BrC1=CC=C(C=C1)C#CC#C 4-bromophenyl-1,3-butadiyne